C1(CCC1)CNCC=1NC2=CC(=CC=C2C1)CN1C(C2=CN=CC(=C2C=C1)C1CC1)=O 2-[[2-[(cyclobutylmethylamino)methyl]-1H-indol-6-yl]methyl]-5-cyclopropyl-2,7-naphthyridin-1-one